2-fluoro-5-methyl-4-((7-methyl-8-oxo-9-(piperidin-4-yl)-8,9-dihydro-7H-purin-2-yl)amino)benzamide FC1=C(C(=O)N)C=C(C(=C1)NC1=NC=C2N(C(N(C2=N1)C1CCNCC1)=O)C)C